C1=CC(=CC=C1/C=C\\C2=CC(=CC(=C2)O[C@H]3[C@@H]([C@H]([C@@H]([C@H](O3)C(=O)O)O)O)O)O)O The molecule is a stilbenol that is cis-resveratrol attached to a beta-D-glucopyranosiduronic acid residue at position 3 via a glycosidic linkage. It has a role as a mouse metabolite and a human metabolite. It is a stilbenol and a beta-D-glucosiduronic acid. It derives from a cis-resveratrol.